C(C)C(C(=O)[O-])CCCC.C(C)C(C(=O)[O-])CCCC.C(CCC)[Sn+2]CCCC Dibutyltin bis(2-ethylhexanoate)